1-(tert-Butyl) 2-methyl 2-(2-(chloromethyl)allyl)-4-methylenepyrrolidine-1,2-dicarboxylate ClCC(CC1(N(CC(C1)=C)C(=O)OC(C)(C)C)C(=O)OC)=C